2-(1-trifluoroethyl-6-methyl-2-oxo-1,2-dihydropyridin-4-yl)benzoic acid methyl ester COC(C1=C(C=CC=C1)C1=CC(N(C(=C1)C)CC(F)(F)F)=O)=O